(4S)-4-[[[1-[2-hydroxy-4-(trifluoromethyl)phenyl]pyrido[3,4-d]pyridazin-4-yl]amino]methyl]pyrrolidin-2-one OC1=C(C=CC(=C1)C(F)(F)F)C1=C2C(=C(N=N1)NC[C@@H]1CC(NC1)=O)C=NC=C2